2-(2-(2-Mercaptoethoxy)ethoxy)ethanol SCCOCCOCCO